C(#N)C=1C(=NC=CN1)NS(=O)(=O)C N-(3-cyanopyrazin-2-yl)methanesulfonamide